BrC=1C=C2C=CN(C(C2=CC1)=O)C1C(N(C(CC1)=O)COCC[Si](C)(C)C)=O 3-(6-bromo-1-oxo-2-isoquinolyl)-1-(2-trimethylsilylethoxymethyl)piperidine-2,6-dione